3-bromo-5-hydroxyphthalic acid BrC1=C(C(C(=O)O)=CC(=C1)O)C(=O)O